ClC1=NC=CC=C1C(C1(CCN(CC1)C(=O)OC(C)(C)C)C)O tert-butyl 4-((2-chloropyridin-3-yl) (hydroxy)methyl)-4-methylpiperidine-1-carboxylate